(S)-1-(5-(6-chloro-3-(1H-imidazol-1-yl)-5-methoxy-1-methyl-1H-pyrrolo[3,2-b]-pyridin-2-yl)-1H-1,2,4-triazol-3-yl)ethan-1-ol ClC=1C=C2C(=NC1OC)C(=C(N2C)C2=NC(=NN2)[C@H](C)O)N2C=NC=C2